C(C1=CC=CC=C1)SC=1C=C2C=CC(N(C2=CC1)C1=C(C=C(C(=C1)F)Br)OC)=O 6-(BENZYLTHIO)-1-(4-BROMO-5-FLUORO-2-METHOXYPHENYL)QUINOLIN-2(1H)-ONE